[2-fluoro-4-[3-(2,2,2-trifluoro-1-methyl-ethoxy)azetidin-1-yl]phenyl]-[4-(5-methyloxazolo[4,5-b]pyridin-2-yl)piperazin-1-yl]methanone FC1=C(C=CC(=C1)N1CC(C1)OC(C(F)(F)F)C)C(=O)N1CCN(CC1)C=1OC=2C(=NC(=CC2)C)N1